FC=1C=C(C=C(C1F)C(=O)C=1C=C2N=C(C=NC2=CC1)N1CCNCC1)NC(=O)NC1=CC(=CC(=C1)F)F 1-(3,4-difluoro-5-(3-(piperazin-1-yl)quinoxaline-6-carbonyl)phenyl)-3-(3,5-difluorophenyl)urea